8-fluoro-2-methylquinazoline-4-thiol FC=1C=CC=C2C(=NC(=NC12)C)S